1-[(3,4-dihydro-2H-1,5-benzodioxepin-7-yl)sulfonyl]-N-(1-propyl-1H-indol-5-yl)-4-piperidinecarboxamide O1CCCOC2=C1C=CC(=C2)S(=O)(=O)N2CCC(CC2)C(=O)NC=2C=C1C=CN(C1=CC2)CCC